FC1=C(C(=CC(=C1)C=O)F)N1N=C(C=C1)C=1C=CC(=C(C1)CNC(OC)=O)C methyl N-[[5-[1-(2,6-difluoro-4-formylphenyl)-1H-pyrazol-3-yl]-2-methylphenyl] methyl]carbamate